N1N=CC(=C1)N(C(\C=C\C1=CC=C(C=C1)C)=O)CC=1SC=CC1 (E)-N-(1H-pyrazol-4-yl)-N-(thiophen-2-ylmethyl)-3-p-tolylacrylamide